(R)-6-(4-chlorobenzyl)-9-isopropyl-2-(pyrimidin-4-yl)-2,6,9-triazaspiro[4.5]decane-7,10-dione ClC1=CC=C(CN2[C@@]3(CCN(C3)C3=NC=NC=C3)C(N(CC2=O)C(C)C)=O)C=C1